C(C)SC1=C(C=CC=C1)C(C(=O)N)CC (2-(ethylsulfanyl)phenyl)butanamide